di(2-pyridyl)divinylsilane N1=C(C=CC=C1)[Si](C=C)(C=C)C1=NC=CC=C1